(4-amino-1-(difluoromethyl)-1H-pyrazol-5-yl)-4-chloro-6-cyclopropyloxy-3-fluorobenzonitrile NC=1C=NN(C1C1=C(C#N)C(=CC(=C1F)Cl)OC1CC1)C(F)F